CC1=NNC(=C1C(=O)O)C 3,5-dimethylpyrazole-4-carboxylic acid